fluoro-2-methoxy-4'-(2-oxopyrrolidin-1-yl)-[1,1'-biphenyl] FC=1C(=C(C=CC1)C1=CC=C(C=C1)N1C(CCC1)=O)OC